BrC=1C=C2C3CC(N(C(C2=CC1)=O)CC(=O)NC1(CC(C1)C)O)C3 2-(4-bromo-8-oxo-9-azatricyclo[8.1.1.02,7]dodeca-2,4,6-trien-9-yl)-N-(3-cis-hydroxy-3-methylcyclobutyl)acetamide